C(C=CC(=O)NN)(=O)NN butene-1,4-dihydrazide